NC1=CC2=C(C=N1)N(C(N2C(C)C)=O)C 6-amino-3-methyl-1-(1-methylethyl)-1,3-dihydro-2H-imidazo[4,5-c]pyridin-2-one